FC1=C(COC=2N=C(N(C(C2)=O)CC2=CC=C(C(=O)O)C=C2)C)C=CC(=C1)F 4-{[4-[(2,4-difluorobenzyl)oxy]-2-methyl-6-oxopyrimidin-1(6H)-yl]methyl}benzoic acid